2-(2-isopropylphenyl)-7-(4-(1-methyl-4-(trifluoromethyl)-1H-imidazol-2-yl)benzyl)thieno[3,2-d]pyrimidine C(C)(C)C1=C(C=CC=C1)C=1N=CC2=C(N1)C(=CS2)CC2=CC=C(C=C2)C=2N(C=C(N2)C(F)(F)F)C